3-O-(N-acetyl-alpha-D-galactosaminyl)-L-serine C(C)(=O)N[C@H]1[C@H](O[C@@H]([C@@H]([C@@H]1O)O)CO)OC[C@H](N)C(=O)O